NCC(C(=O)NC=1C=CC=C2C(=CNC12)C=1C=NNC1)C1=CC(=CC=C1)CO 3-amino-2-[3-(hydroxymethyl)phenyl]-N-[3-(1H-pyrazol-4-yl)-1H-indol-7-yl]propionamide